FC1=C(C=CC=C1)C(CN1CN(C=C1)C)=O 3-[2-(2-fluorophenyl)-2-oxoethyl]-1-methylimidazole